4-[4-(trifluoromethoxy)phenoxy]quinoline FC(OC1=CC=C(OC2=CC=NC3=CC=CC=C23)C=C1)(F)F